COC=1C=C2C=CC(=CC2=CC1)[C@@H](C(=O)NNC1=NC=CC=C1)C (S)-2-(6-methoxynaphthalene-2-yl)-N'-(pyridin-2-yl)propionohydrazide